FC(C(/C(=C(\C(C(C(F)(F)F)(F)F)(F)F)/OC)/F)(F)F)(F)F (Z)-1,1,1,2,2,3,5,5,6,6,7,7,7-tridecafluoro-4-methoxyhept-3-ene